C1(CC1)N1CCN(CC1)C1CCN(CC1)C1=C(C=C(C(=C1)C)NC1=NC=NC(=C1)N1OCC[C@@H]1C1=CC(=CC(=C1)F)F)NC(C=C)=O N-(2-(4-(4-cyclopropylpiperazine-1-yl)piperidine-1-yl)-5-((6-((R)-3-(3,5-difluorophenyl)isoxazolidine-2-yl)pyrimidine-4-yl)amino)-4-methylphenyl)acrylamide